5-(tert-butylsulfonyl)-3-iodo-6-methoxypyrazolo[1,5-a]pyridine C(C)(C)(C)S(=O)(=O)C1=CC=2N(C=C1OC)N=CC2I